FC(C(C(S(=O)(=O)[O-])(F)F)(F)F)F.[SH3+] sulfonium hexafluoropropanesulfonate